2,2-dimethyl-N-(4-oxazolo[5,4-b]pyridin-2-ylphenyl)propionamide CC(C(=O)NC1=CC=C(C=C1)C=1OC2=NC=CC=C2N1)(C)C